4-chloro-5-((N-tert-butoxycarbonyl-2-methyl-1,4-diazacycloheptan-1-yl)sulfonyl)isoquinolin-1-ol tert-Butyl-2-(5-bromo-3-(2-oxopropyl)-1H-indazol-1-yl)acetate C(C)(C)(C)C(C(=O)OC1=NC=C(C2=C(C=CC=C12)S(=O)(=O)N1C(CN(CCC1)C(=O)OC(C)(C)C)C)Cl)N1N=C(C2=CC(=CC=C12)Br)CC(C)=O